C(C)(C)(C)OC(=O)NC1(CC2=CC(=CC=C2CC1)OC1=CC(=CC=C1)C1=CC2=CC=CC=C2C=C1)C(=O)OC methyl 2-((tert-butoxycarbonyl) amino)-7-(3-(naphthalen-2-yl) phenoxy)-1,2,3,4-tetrahydronaphthalen-2-carboxylate